ClC1=C2C(N(C=NC2=CC=C1SC=1N=CC(=NC1)N1CCC2(CC1)[C@@H](C1=C(N=CS1)C2)N[S@](=O)C(C)(C)C)C)=O (R)-N-[(6S)-1'-[5-(5-chloro-3-methyl-4-oxo-quinazolin-6-yl)sulfanylpyrazin-2-yl]spiro[4,6-dihydrocyclopenta[d]thiazole-5,4'-piperidin]-6-yl]-2-methyl-propane-2-sulfinamide